4'-(methoxycarbonyl)-[1,1'-biphenyl] COC(=O)C1=CC=C(C=C1)C1=CC=CC=C1